(R)-(7-(ethylamino)-4-((1-(2-methyl-3-(trifluoromethyl)phenyl)ethyl)amino)quinazolin-6-yl)dimethylphosphine C(C)NC1=C(C=C2C(=NC=NC2=C1)N[C@H](C)C1=C(C(=CC=C1)C(F)(F)F)C)P(C)C